C(#N)C1=CC=C(C(=O)N(C2=CC=CC=C2)CC2=C(C=C(C=C2C=CC2=CC=C(C=C2)OC)OC)OC)C=C1 4-cyano-N-(2,4-dimethoxy-6-(4-methoxystyryl)benzyl)-N-phenylbenzamide